trans-4-((3-(1-Cyclopropyl-1H-pyrazol-4-yl)phenyl)((trans-4-(4-methoxy-3-methylphenyl)cyclohexyl)methyl)carbamoyl)cyclohexyl (5-(dimethylamino)-pentyl)carbamate CN(CCCCCNC(O[C@@H]1CC[C@H](CC1)C(N(C[C@@H]1CC[C@H](CC1)C1=CC(=C(C=C1)OC)C)C1=CC(=CC=C1)C=1C=NN(C1)C1CC1)=O)=O)C